6-chloro-1-ethyl-1H-imidazo[4,5-c]pyridine-4-carbonitrile ClC1=CC2=C(C(=N1)C#N)N=CN2CC